(1R,2S,4S)-2-(tert-Butyl)-2-hydroxy-7-azabicyclo[2.2.1]heptan C(C)(C)(C)[C@@]1([C@H]2CC[C@@H](C1)N2)O